tert-butyl-4-(2-chlorobenzyl)1-(2-chlorobenzyl)-1,2,3,4-tetrahydroquinoxaline C(C)(C)(C)C1N(C2=CC=CC=C2N(C1)CC1=C(C=CC=C1)Cl)CC1=C(C=CC=C1)Cl